S1C2=C(C=C1)C=CC=C2CN2N=CC1=C(C=C(C=C21)C2=CN(C1=C(N=CC=C12)O)C)NS(=O)(=O)CC N-(1-(benzo[b]thiophen-7-ylmethyl)-6-(7-hydroxy-1-methyl-1H-pyrrolo[2,3-c]pyridin-3-yl)-1H-indazol-4-yl)ethanesulfonamide